(1R,2S,5S)-3-((S)-2-acetamido-3,3-dimethylbutyryl)-N-(cyano(5-(3-isopropyl-1,2,4-oxadiazol-5-yl)pyridin-3-yl)methyl)-6,6-dimethyl-3-azabicyclo[3.1.0]hexane-2-carboxamide C(C)(=O)N[C@H](C(=O)N1[C@@H]([C@H]2C([C@H]2C1)(C)C)C(=O)NC(C=1C=NC=C(C1)C1=NC(=NO1)C(C)C)C#N)C(C)(C)C